Iodine lead formamidine C(=N)N.[Pb].[I]